NC1=C(C(=O)NC23CCC(CC2)(CC3)O)C=C(C=N1)C=1C=C3C=NN(C3=CC1)C1CCN(CC1)C1CCC(CC1)(F)F (s)-2-Amino-5-(1-(1-(4,4-difluorocyclohexyl)piperidin-4-yl)-1H-indazol-5-yl)-N-(4-hydroxybicyclo[2.2.2]oct-1-yl)nicotinamide